2,2'-(ethane-1,2-diylbis(5-carbamoyl-4-methoxy-1H-benzo[d]imidazole-1,2-diyl))dibenzoic acid dimethyl ester COC(C1=C(C=CC=C1)C1=NC2=C(N1CCN1C(=NC3=C1C=CC(=C3OC)C(N)=O)C3=C(C(=O)OC)C=CC=C3)C=CC(=C2OC)C(N)=O)=O